C(C)(C)(C)N1COC2=C1C(=CC=C2)N2C(=CC=C2C2=CC=CC=C2)C2=CC=CC=C2 1-[(3S)-3-tert-butyl-2,3-dihydro-1,3-benzoxazol-4-yl]-2,5-diphenyl-1H-pyrrole